C(CCCCCCCCC\C=C\CCCCCC)(=O)N vaccenamide